methyl 2-(3-(6-fluoro-5-methylpyridin-3-yl) isoxazol-5-yl)-3-methylbutanoate FC1=C(C=C(C=N1)C1=NOC(=C1)C(C(=O)OC)C(C)C)C